C=C(C(=O)O)CC(OCCCOC1=CC=CC=C1)=O 2-methylene-4-oxo-4-(3-phenoxypropoxy)butanoic acid